FC(S(=O)(=O)O[C@H](C(=O)OCC)C)(F)F Ethyl (S)-2-(((trifluoromethyl)sulfonyl)oxy)propanoate